C(C)N1C(=NC2=NC(=C(C=C21)C2=NN=NN2)OC)C(O)(C2=C(C=CC=C2)C)C2=C(C=CC=C2)C [1-ethyl-5-methoxy-6-(1H-1,2,3,4-tetrazol-5-yl)-1H-imidazo[4,5-b]pyridin-2-yl]bis(2-methylphenyl)methanol